CC1=CC(=NC=C1)C1=NC=CC=C1 4'-methyl[2,2'-bipyridine]